3-(5-Ethyl-1,3-thiazol-2-yl)-5-(tetrahydro-2H-pyran-4-ylmethoxy)benzoic acid C(C)C1=CN=C(S1)C=1C=C(C(=O)O)C=C(C1)OCC1CCOCC1